1-[3,5-bis(difluoromethyl)phenyl]Ethylamine FC(C=1C=C(C=C(C1)C(F)F)C(C)N)F